COC1=C(C=C(C(=C1)N(C)C)[N+](=O)[O-])NC1=NC=CC(=N1)C1=CN(C2=CC=CC=C12)C 2-methoxy-N4,N4-dimethyl-N1-(4-(1-methyl-1H-indol-3-yl)pyrimidin-2-yl)-5-nitrobenzene-1,4-diamine